OCCN(CCN(CCC[Si](OC)(OC)OC)CCO)CCC[Si](OC)(OC)OC N,N'-bis(2-hydroxyethyl)-N,N'-bis(trimethoxysilylpropyl)ethylenediamine